FC1=CC=C(C=C1)NC1=C(C(C1=O)=O)NC1=CC=C(C=C1)C1=NNC(=C1C(=O)N)NC1=NC=CC=C1 3-(4-((2-((4-fluorophenyl)amino)-3,4-dioxocyclobut-1-en-1-yl)amino)phenyl)-5-(pyridin-2-ylamino)-1H-pyrazole-4-carboxamide